C[C@@H]1O[C@@H](CN(C1)C(=O)C1=CC(=CC=C1)C1=C2C(=NC=C1)C=C(O2)C=2C=NC(=CC2)C2(COC2)O)C ((2S,6R)-2,6-dimethylmorpholino)(3-(2-(6-(3-hydroxyoxetan-3-yl)pyridin-3-yl)furo[3,2-b]pyridin-7-yl)phenyl)methanone